2-chloro-4-isopropoxy-5-(1-methyl-1H-pyrazol-4-yl)pyridine ClC1=NC=C(C(=C1)OC(C)C)C=1C=NN(C1)C